(2-cyano-7-(2-cyano-5-methoxyphenyl)isoindolin-5-yl)methanesulfonamide C(#N)N1CC2=C(C=C(C=C2C1)CS(=O)(=O)N)C1=C(C=CC(=C1)OC)C#N